1-[4-[2-(3-ethyl-4-methyl-2-oxo-3-pyrroline-1-carboxamido)-ethyl]-benzenesulfonyl]-3-(trans-4-methylcyclohexyl)-urea C(C)C=1C(N(CC1C)C(=O)NCCC1=CC=C(C=C1)S(=O)(=O)NC(=O)N[C@@H]1CC[C@H](CC1)C)=O